C1=CC=C(C=C1)C(C2=CC=CC=C2)(C3=CC=CC=C3F)O 2-fluorotriphenylmethanol